(phenylmethylene-d)-6-((5-(tert-butyl)-1H-imidazol-4-yl)methylene-d)piperazine-2,5-dione C1(=CC=CC=C1)C([2H])=C1C(NC(C(N1)=O)=C([2H])C=1N=CNC1C(C)(C)C)=O